2-(8-(2,6-dimethylpyridin-4-yl)-5,5-dimethyl-1,3,4,5-tetrahydro-2H-benzo[c]azepin-2-yl)-N-isopropylacetamide CC1=NC(=CC(=C1)C=1C=CC2=C(CN(CCC2(C)C)CC(=O)NC(C)C)C1)C